ClC=1C=C2CN(C(N(C2=CC1Cl)CCN1CCOCC1)=O)C1CCN(CC1)C1CCC(CC1)C(C)C 6,7-dichloro-3-(1-(4-isopropylcyclohexyl)piperidin-4-yl)-1-(2-morpholinoethyl)-3,4-dihydroquinazolin-2(1H)-one